6,8-diaminoquinoline NC=1C=C2C=CC=NC2=C(C1)N